5-((3-chlorophenyl)amino)-2-methylimidazo[1,2-c]quinazoline-8-carboxylic acid ClC=1C=C(C=CC1)NC1=NC=2C=C(C=CC2C=2N1C=C(N2)C)C(=O)O